6-bromo-5-methoxy-3H-2-benzofuran-1-one BrC=1C(=CC2=C(C(OC2)=O)C1)OC